C[Si](OC(O[Si](C)(C)C)[Si])(C)C bis(trimethylsiloxy)methylsilicon